7-(2-chloro-6-methyl-phenyl)isoquinolin-3-amine ClC1=C(C(=CC=C1)C)C1=CC=C2C=C(N=CC2=C1)N